S1(CC=CN2[C@H]1CC2=O)N 1-cephemamine